4-(T-BOC-(PHENYL)AMINO)PHENYLBORONIC ACID B(C1=CC=C(C=C1)N(C2=CC=CC=C2)C(=O)OC(C)(C)C)(O)O